N,N-dimethylformamide lanthanum [La].CN(C=O)C